FC(N1C(=NC2=C(C=C(C=C2C1=O)C)[C@@H](C)N[S@](=O)C(C)(C)C)N1CCOCC1)F (R)-N-[(1R)-1-[3-(difluoromethyl)-6-methyl-2-morpholino-4-oxo-quinazolin-8-yl]ethyl]-2-methyl-propane-2-sulfinamide